OC[C@@H](CC(C)C)NC1=NC(=NC(=N1)C[C@@H](C)C=1C=NC(=C(C1)C)OC)CS(=O)(=O)N (4-(((R)-1-hydroxy-4-methylpent-2-yl)amino)-6-((R)-2-(6-methoxy-5-methylpyridin-3-yl)propyl)-1,3,5-triazin-2-yl)methanesulfonamide